cetyl lactate (hexadecyl lactate) C(CCCCCCCCCCCCCCC)C(C(=O)O)(O)C.C(C(O)C)(=O)OCCCCCCCCCCCCCCCC